NC=1C(=C(C=C2C=C(N=CC12)NC(OC1CNCCNC1)=O)C1=C(C2=C(OCCN2)N=C1)C)F 1,4-Diazepan-6-yl (8-amino-7-fluoro-6-(8-methyl-2,3-dihydro-1H-pyrido[2,3-b][1,4]oxazin-7-yl)isoquinolin-3-yl)carbamate